1,3,5-trimethyl-2,4,6-triacetylpyridine CN1C(C(=C(C(=C1C(C)=O)C)C(C)=O)C)C(C)=O